Cis-Ethyl 8-((4-fluoro-3-methylphenyl)carbamoyl)-7-methyl-3a,4,10,10a-tetrahydro-1H,7H-dipyrrolo[3,4-b:3',4'-f][1,4,5]oxathiazocine-2(3H)-carboxylate 5,5-dioxide FC1=C(C=C(C=C1)NC(=O)C=1N(C=C2C1OC[C@@H]1[C@H](NS2(=O)=O)CN(C1)C(=O)OCC)C)C